4-methylisoquinoline-5-carboxylic acid CC1=CN=CC=2C=CC=C(C12)C(=O)O